2-(aminomethyl)-8-fluoroindolo[2,1-b]quinazoline-6,12-dione hydrochloride Cl.NCC=1C=C2C(N3C(=NC2=CC1)C(C1=CC(=CC=C13)F)=O)=O